ClC1=C(C=C(C=2C([C@@]3([C@@H](CC(C=C3OC)=O)C)OC21)=O)OC)C(=O)O\N=C(\C(C)OC)/N [(Z)-(1-amino-2-methoxy-propylidene) amino] (2S,5'R)-7-chloro-1',4-dimethoxy-5'-methyl-3,3'-dioxo-spiro[benzofuran-2,6'-cyclohexene]-6-carboxylate